1-(4-(2-((tert-Butyldimethylsilyl)oxy)ethoxy-1,1,2,2-d4)-2-isopropylpyridin-3-yl)-6,7-dichloropyrido[2,3-d]pyrimidine-2,4(1H,3H)-dione [Si](C)(C)(C(C)(C)C)OC(C(OC1=C(C(=NC=C1)C(C)C)N1C(NC(C2=C1N=C(C(=C2)Cl)Cl)=O)=O)([2H])[2H])([2H])[2H]